4-(3,3-dimethylpiperazin-1-yl)-N-(7-methyl-[1,2,4]triazolo[1,5-a]pyridin-6-yl)-2,3-dihydro-1H-pyrrolo[2,3-b]pyridine-1-carboxamide 2,2,2-trifluoroacetate FC(C(=O)O)(F)F.CC1(CN(CCN1)C1=C2C(=NC=C1)N(CC2)C(=O)NC=2C(=CC=1N(C2)N=CN1)C)C